METHYL VALERATE C(CCCC)(=O)OC